ClC1=C(C(=O)Cl)C=CC=C1C(F)(F)F 2-chloro-3-(trifluoromethyl)benzoyl chloride